NC1=CC(=C(CN2C3(CC3)CN(CC2)C(=O)OC(C)(C)C)C=C1)C(F)(F)F tert-butyl 4-(4-amino-2-(trifluoromethyl)benzyl)-4,7-diazaspiro[2.5]octane-7-carboxylate